2,2,6,6-Tetramethyl-4-(2-((tetrahydro-2H-pyran-2-yl)oxy)ethoxy)piperidine CC1(NC(CC(C1)OCCOC1OCCCC1)(C)C)C